ClC=1C=CC(=NC1C1CC1)[C@H](NC(=O)[C@H]1NC(NC1)=O)C1=CC=C(C=C1)OC(F)(F)F (S)-N-((R)-(5-chloro-6-cyclopropylpyridin-2-yl)(4-(trifluoromethoxy)phenyl)-methyl)-2-oxoimidazolidine-4-carboxamide